4-[(2,3-dihydro-1,4-benzodioxin-6-yl)amino]-6-[(1H-indol-6-yl)amino]pyridine-2-carbonitrile O1CCOC2=C1C=CC(=C2)NC2=CC(=NC(=C2)NC2=CC=C1C=CNC1=C2)C#N